FC(CN1C=NC2=C1C=C(C=C2C(=O)N[C@@H]2[C@H](CN(CC2)C(=O)OC(C)(C)C)C)C#CCNC2=C(C=C(C=C2)S(=O)(=O)C)OC)F tert-butyl (3S,4S)-4-(1-(2,2-difluoroethyl)-6-(3-((2-methoxy-4-(methylsulfonyl)phenyl)amino)prop-1-yn-1-yl)-1H-benzo[d]imidazole-4-carboxamido)-3-methylpiperidine-1-carboxylate